C1(CC1)C=1NC(=NN1)C1CC2(CN(C2)C(=O)N2CC3(C2)CC(C3)C(=O)NCC3(CC3)C(F)(F)F)C1 2-[6-(5-cyclopropyl-4H-1,2,4-triazol-3-yl)-2-azaspiro[3.3]heptane-2-carbonyl]-N-[[1-(trifluoromethyl)cyclopropyl]methyl]-2-azaspiro[3.3]heptane-6-carboxamide